NC1=C(C=CC=C1)C(C)(C)C1=NC(=NC=C1C(F)(F)F)NC1CNCCC1 4-[2-(2-aminophenyl)propan-2-yl]-N-(piperidin-3-yl)-5-(trifluoromethyl)pyrimidin-2-amine